Cl.NC1=NC=C(C=N1)C#CC=1C=C(C(=O)N[C@H](CO)CC2=CC=C(C=C2)OC)C=CC1OC(F)F 3-[2-(2-aminopyrimidin-5-yl)ethynyl]-4-(difluoromethoxy)-N-[(2S)-1-hydroxy-3-(4-methoxyphenyl)propane-2-yl]benzamide hydrochloride